C[C@H]1N(CCN(C1)C1=C2C(=NC=C1)N(CC2)C(NC2=CC=1C(N=C2)=NN(C1)C)=O)C(=O)OC(C)(C)C tert-butyl (R)-2-methyl-4-(1-((2-methyl-2H-pyrazolo[3,4-b]pyridin-5-yl)carbamoyl)-2,3-dihydro-1H-pyrrolo[2,3-b]pyridin-4-yl)piperazine-1-carboxylate